2,2-DIMETHYL-4-PHENYL-1,3-DIOXOLANE CC1(OCC(O1)C1=CC=CC=C1)C